CNC(CCCCCCCCCCC)=O lauric acid N-methyl amide